FC1=C(CN2CCC(CC2)C=2C=C3CN(C(C3=CC2)=O)C2C(NC(CC2)=O)=O)C(=CC=C1)F 3-(5-(1-(2,6-difluorobenzyl)piperidin-4-yl)-1-oxoisoindolin-2-yl)piperidine-2,6-dione